7-amino-6-(7-(2-((tert-butyldimethylsilyl)oxy)ethyl)-1,5,6,7,8,9-hexahydroimidazo[4',5':4,5]benzo[1,2-d]azepin-2-yl)thieno[3,2-b]pyridin-5(4H)-one NC=1C2=C(NC(C1C=1NC=3C(=CC4=C(CCN(CC4)CCO[Si](C)(C)C(C)(C)C)C3)N1)=O)C=CS2